(S)-N-(2-(5-((4-(4-(3-aminopyrrolidin-1-yl)-6-methylpyrimidin-2-yl)piperazin-1-yl)sulfonyl)indoline-1-carbonyl)phenyl)-N-methylmethanesulfonamide N[C@@H]1CN(CC1)C1=NC(=NC(=C1)C)N1CCN(CC1)S(=O)(=O)C=1C=C2CCN(C2=CC1)C(=O)C1=C(C=CC=C1)N(S(=O)(=O)C)C